C(C)(C)(C)OC(=O)N[C@@H](C)C(=O)OC1CCCCC1 Cyclohexyl (tert-butoxycarbonyl)-L-alaninate